FC=1C=C2C=NN(C2=C(C1O)F)C1=CC=C(C=C1)N1CCN(CC1)C(C)C 5,7-Difluoro-1-(4-(4-isopropylpiperazin-1-yl)phenyl)-1H-indazol-6-ol